CN1CC=2N(CC1)C=C(C2C(=O)N)C2=CC=C(C=C2)OC2=NC(=CC=C2)C 2-methyl-7-(4-((6-methylpyridin-2-yl)oxy)phenyl)-1,2,3,4-tetrahydropyrrolo[1,2-a]pyrazine-8-carboxamide